6-bromo-7-fluoro-1H-indole-3-sulfonyl chloride BrC1=CC=C2C(=CNC2=C1F)S(=O)(=O)Cl